C(C)(=O)N1CCC(CC1)C1=NN(C2=CC=CC=C12)CC(=O)NCC(=O)NCC(=O)O (2-(3-(1-acetylpiperidin-4-yl)-1H-indazol-1-yl)acetyl)glycylglycine